C(C)C(CCC)(NC=1C(NN=NC1CCCCCC)=O)CC diethyl-hexyl-butylaminotriazinone